6-iodonicoTinonitrile IC1=NC=C(C#N)C=C1